CC1=CC=CC2=C1C=NCS2 5-Methyl-2H-benzo[e][1,3]thiazine